C(C=C)(=O)OCCC[Si](OC(C)C)(OC(C)C)C acryloyloxypropylmethyldiisopropoxysilane